NCCNC(=N)NCCOCCOCC#C N-(2-aminoethyl)-N'-(2-{2-[(prop-2-yn-1-yl)oxy]-ethoxy}ethyl)guanidine